BrC1=C(C=CC(=C1)OCC1=CC=C(C=C1)OC)[C@H](C)OC (S)-2-bromo-4-((4-methoxybenzyl)oxy)-1-(1-methoxyethyl)benzene